ClC1=C(C=CC(=C1)S(F)(F)(F)(F)F)NC(C1=C(C=C(C(=C1)F)N1N=C2N(CCCC2)C1=O)O[C@H](C(F)(F)F)C)=O N-[2-Chloro-4-(pentafluoro-lambda6-sulfanyl)phenyl]-5-fluoro-4-(3-oxo-5,6,7,8-tetrahydro-[1,2,4]triazolo[4,3-a]pyridin-2(3H)-yl)-2-{[(2S)-1,1,1-trifluoropropan-2-yl]oxy}benzamid